CC1C=CCC(C1)(C)C 3,5,5-trimethylcyclohex-1-ene